CCCCCCCC(CCC=O)=O undecane-8,11-dione